C(C)SSC(=C(C(=O)[O-])C)C1=NC=CC=C1 ethyldithiopyridylmethacrylate